N-(5-(5-(difluoromethyl)-1,3,4-oxadiazol-2-yl)pyrimidin-2-yl)-4-(3,5-difluoropyridin-2-yl)-1H-benzo[d]imidazol-6-amine FC(C1=NN=C(O1)C=1C=NC(=NC1)NC=1C=C(C2=C(NC=N2)C1)C1=NC=C(C=C1F)F)F